Trimethyl-[2-[5-[1-(p-tolyl-methyl)-2-(3-pyridyl)-3,6-dihydro-2H-pyridin-4-yl]-2-pyridyl]ethynyl]silane C[Si](C#CC1=NC=C(C=C1)C=1CC(N(CC1)CC1=CC=C(C=C1)C)C=1C=NC=CC1)(C)C